C(C)C=1C2=C(N=CN1)NC=C2 4-ethyl-7H-pyrrolo[2,3-d]pyrimidine